2-CHLORO-6-METHYLPHENYLBORONIC ACID ClC1=C(C(=CC=C1)C)B(O)O